Cl.CN1C(N(C(C=C1)=O)C)=O 1,3-dimethyl-2,4(1h,3h)pyrimidinedione hydrochloride